bis(4-vinyloxymethyl cyclohexylmethyl) glutarate C(CCCC(=O)OCC1CCC(CC1)COC=C)(=O)OCC1CCC(CC1)COC=C